ClC=1C=C2CC(CC2=CC1)=O 5-chloro-1,3-dihydroinden-2-one